COC1(CCN(CC1)C1=NN=C(O1)C=1C=NC(=NC1)N)C=1N=NNC1 5-(5-(4-methoxy-4-(1H-1,2,3-triazol-4-yl)piperidin-1-yl)-1,3,4-oxadiazol-2-yl)pyrimidin-2-amine